[N+](=O)([O-])C[C@@]1([C@H]2[C@@H]3C[C@@H](CC[C@H]13)C2)CC(=O)[O-] 2-((1R,2S,3S,6R,8R)-2-(nitromethyl)-tricyclo[4.2.1.03,8]nonan-2-yl)acetate